N-(3-chloro-5-(methylsulfonamido)phenyl)-1-(1-(2,2,2-trifluoroethyl)piperidin-4-yl)-1H-pyrazole-4-carboxamide ClC=1C=C(C=C(C1)NS(=O)(=O)C)NC(=O)C=1C=NN(C1)C1CCN(CC1)CC(F)(F)F